ClC1=C(C(=CC=C1)Cl)C1=NOC(=C1CO[C@H]1[C@@H]2CN([C@H](C1)C2)C2=CC(=C(C(=O)OC(C)(C)C)C=C2)F)C2(CC2)F tert-butyl 4-[(1S,4S,5R)-5-[[3-(2,6-dichlorophenyl)-5-(1-fluorocyclopropyl)-1,2-oxazol-4-yl]methoxy]-2-azabicyclo[2.2.1]heptan-2-yl]-2-fluorobenzoate